C(C)(C)(C)OC(=O)N1CC(C1)OC=1C=CC(=C2C=C(N=CC12)Cl)C(C)(C)N=[N+]=[N-] 3-((5-(2-azidopropan-2-yl)-3-chloroisoquinolin-8-yl)oxy)azetidine-1-carboxylic acid tert-butyl ester